C(C)(C)(C)C1=CC(=C(C(=C1)C)S(F)(F)F)C 4-tert-butyl-2,6-dimethylphenylsulfur trifluoride